CS(=O)C1=CC=C(COC2=C(N=NN2)C(=O)O)C=C1 5-((4-(methylsulfinyl)benzyl)oxy)-1H-1,2,3-triazole-4-carboxylic acid